ClC1=C(C=C2/C(/C(NC2=C1)=O)=C\1/NC2=CC=CC=C2/C1=N\OCCN1CCN(CC1)C)C (2Z,3E)-6'-chloro-5'-methyl-3-((2-(4-methylpiperazin-1-yl)ethoxy)imino)-[2,3'-biindolinylidene]-2'-one